3-(difluoromethoxy)-4-(3-methyl-4-methylsulfonyl-phenyl)-1H-pyrazolo[3,4-c]pyridine-5-carbonitrile FC(OC1=NNC2=CN=C(C(=C21)C2=CC(=C(C=C2)S(=O)(=O)C)C)C#N)F